4-formylphenyl-boric acid C(=O)C1=CC=C(C=C1)OB(O)O